N1=CN=CC2=CC=CC=C12 QUINAZOLINE